3-(methylamino)but-2-enoic acid ethyl ester C(C)OC(C=C(C)NC)=O